1,2,5-thiadiazepane-1,1-dioxide S1(NCCNCC1)(=O)=O